(R)-2-amino-2-(2-fluoro-5-nitro-phenyl)-N-methyl-propane-1-sulfonamide N[C@](CS(=O)(=O)NC)(C)C1=C(C=CC(=C1)[N+](=O)[O-])F